trans-N-(1-(2,6-dimethoxyphenyl)-2-(6-ethoxypyridin-2-yl)-1H-imidazo[4,5-b]pyrazin-6-yl)-4-hydroxycyclohexane-1-sulfonamide COC1=C(C(=CC=C1)OC)N1C(=NC=2C1=NC(=CN2)NS(=O)(=O)[C@@H]2CC[C@H](CC2)O)C2=NC(=CC=C2)OCC